C(C1=CC=CC=C1)OC(N(C)[C@@H](C)[C@H]1O[C@@H]([C@@H](CC1)N=[N+]=[N-])O[C@@H]1[C@H]([C@@H]([C@H]([C@@H]([C@H]1O)O)NC(=O)OCC1=CC=CC=C1)O)NC(=O)OCC1=CC=CC=C1)=O benzyl-N-[(1S)-1-[(2S,5R,6R)-5-azido-6-[(1R,2S,3R,4R,5S,6R)-2,4-bis(benzyloxycarbonylamino)-3,5,6-trihydroxy-cyclohexoxy]tetrahydropyran-2-yl]ethyl]-N-methyl-carbamate